CN1CCN(CC1)C1=NC=CC(=C1)C=1C=C2C=C(NC2=CC1)C1=CC=NC=C1 5-(2-(4-methylpiperazin-1-yl)pyridin-4-yl)-2-(pyridin-4-yl)-1H-indole